FC(CO)(F)C=1C(=C(C=CC1)[C@@H](C)N[S@](=O)C(C)(C)C)C |&1:11| (R)-N-((R/S)-1-(3-(1,1-difluoro-2-hydroxyethyl)-2-methylphenyl)ethyl)-2-methylpropane-2-sulfinamide